F[C@@H]1C[C@H](N(C1)C(=O)OC(C)(C)C)[C@H](C)O tert-Butyl (2S,4R)-4-fluoro-2-((S)-1-hydroxyethyl)pyrrolidine-1-carboxylate